Cl.BrC1=CC2=C(C(C=3NC4=CC(=CC=C4C3C2=O)C#N)(C)C)C=C1N1CCN(CC1)C1COC1 9-bromo-6,6-dimethyl-8-(4-oxetan-3-yl-piperazin-1-yl)-11-oxo-6,11-dihydro-5H-benzo[b]carbazole-3-carbonitrile monohydrochloride salt